4-bromo-N'-(3-(5-isopropyl-2-methyl-3,6-dioxocyclohex-1,4-dien-1-yl)propionyl)benzoyl-hydrazine BrC1=CC=C(C(=O)NNC(CCC2=C(C(C=C(C2=O)C(C)C)=O)C)=O)C=C1